FC(CO)(F)C=1C=C(C=CC1)[C@@H](C)NC(=O)C1=CC(=C(C2=CNN=C12)OC)CN(C)C N-[(1R)-1-[3-(1,1-difluoro-2-hydroxyethyl)phenyl]ethyl]-5-[(dimethylamino)methyl]-4-methoxy-2H-indazole-7-carboxamide